1-BENZYL-1H-PYRAZOLE-4-BORONIC ACID C(C1=CC=CC=C1)N1N=CC(=C1)B(O)O